ClC1=CC(=C(COC2=CC=CC(=N2)C2=C(C=C(CC3=NC4=C(N3CC3OCC3)C=C(C=C4)C(=O)[O-])C=C2)F)C=C1)F 2-(4-(6-((4-chloro-2-fluorobenzyl) oxy) pyridin-2-yl)-3-fluorobenzyl)-1-(oxetan-2-ylmethyl)-1H-benzo[d]imidazole-6-carboxylate